COC=1C=C(CN2C(N(C3=C(C2)C=CC(=N3)OC(C)C)C3=CC=C(C=C3)OC([2H])([2H])[2H])=O)C=CC1OC 3-(3,4-dimethoxybenzyl)-7-isopropoxy-1-(4-(methoxy-d3)phenyl)-3,4-dihydropyrido[2,3-d]pyrimidin-2(1H)-one